O=C1NC(CCC1N1C(N(C2=C1C=CC(=C2)CCCOCCCOCC=O)C)=O)=O 2-(3-[3-[1-(2,6-dioxopiperidin-3-yl)-3-methyl-2-oxo-2,3-dihydro-1H-1,3-benzodiazol-5-yl]propoxy]propoxy)acetaldehyde